[I-].CN1C(C(C2=CC=CC=C12)(C)C)=CC=CC=CC1=[N+](C2=CC=CC=C2C1(C)C)C (2-[5-(1,3-dihydro-1,3,3-trimethyl-2H-indol-2-ylidene)-1,3-pentadienyl]-1,3,3-trimethyl-3H-indolium) iodide